FC1=CC=C(CNC(=O)C=2N=NSC2NC(=O)N2CCN(CC2)C2=NC=CC=C2)C=C1 N-(4-(4-fluorobenzyl-carbamoyl)-1,2,3-thiadiazol-5-yl)-4-(pyridin-2-yl)piperazine-1-carboxamide